CC(C)(C)C=1C=C(C=C(C1O)C(C)(C)C)C(C(=O)OCCCCCCCCCCCCCCCCCC)C octadecyl 3,5-bis(1,1-dimethylethyl)-4-hydroxyphenylpropanate